C(#N)C=1C=NN2C1C(=CC(=C2)C=2C=NN(C2)CCC(=O)N(C)C)SC2=C(C=CC=C2)C#N 3-(4-(3-cyano-4-((2-cyanophenyl)thio)pyrazolo[1,5-a]pyridin-6-yl)-1H-pyrazol-1-yl)-N,N-dimethylpropanamide